tert-butyl 3-(((R)-1-(tert-butoxycarbonyl)pyrrolidin-2-yl)((methylsulfonyl)oxy)methyl)-2-oxopyrrolidine-1-carboxylate C(C)(C)(C)OC(=O)N1[C@H](CCC1)C(C1C(N(CC1)C(=O)OC(C)(C)C)=O)OS(=O)(=O)C